ClC1=C(C(=C(C=C1OC)OC)Cl)N1C(N(C2=NC(=NC=C2C1)SC)C1CC2(C1)CCN(CC2)C(=O)OC(C)(C)C)=O tert-butyl 2-(3-(2,6-dichloro-3,5-dimethoxyphenyl)-7-(methylthio)-2-oxo-3,4-dihydropyrimido[4,5-d]pyrimidin-1(2H)-yl)-7-azaspiro[3.5]nonane-7-carboxylate